C(C1=CC=CC=C1)OC(=O)N([C@@H](CCCCN)C(=O)O)C(=O)OC(C)(C)C benzyloxycarbonyl-N-e-(t-butoxycarbonyl)-L-lysine